BrC=1C(=C(C=NC1)CN[S@](=O)C(C)(C)C)Cl (R)-N-((5-Bromo-4-chloropyridin-3-yl)methyl)-2-methylpropane-2-sulfinamide